O=C1C2=C3C(N4C=C5C=CC(=C4C1)N5C(=O)[O-])=NC=NC3=CC=N2 4-oxo-3,10a,11,13,14-pentaaza-6,9-methanonaphtho[1,8-ab]heptalene-14-carboxylate